O=C1NC(CCC1N1C(C2=CC=3CCNCC3C=C2C1=O)=O)=O 2-(2,6-dioxopiperidin-3-yl)-5,6,7,8-tetrahydro-1H-pyrrolo[3,4-g]isoquinoline-1,3(2H)-dione